1-[2-(difluoromethoxy)-6-fluoro-4-methylphenyl]-N-[(3R)-1-(oxolan-3-yl)piperidin-3-yl]pyrrolo[1,2-d][1,2,4]triazin-4-amine FC(OC1=C(C(=CC(=C1)C)F)C=1C=2N(C(=NN1)N[C@H]1CN(CCC1)C1COCC1)C=CC2)F